(S)-1,3-Dimethyl-2-oxo-N-(5-((5-(trifluoromethyl)pyridin-2-yl)oxy)-2,3-dihydrobenzofuran-7-yl)imidazolidine-4-carboxamide CN1C(N([C@@H](C1)C(=O)NC1=CC(=CC=2CCOC21)OC2=NC=C(C=C2)C(F)(F)F)C)=O